COC(=O)[C@H]1N(C[C@@H](C1)O)C([C@H](C(C)(C)C)NC(=O)OC(C)(C)C)=O (2S,4R)-1-((S)-2-((tert-butoxycarbonyl)amino)-3,3-dimethylbutyryl)-4-hydroxypyrrolidine-2-carboxylic acid methyl ester